COC1=C(C(=O)OC)C=C(C=C1)COC1=NOC2C1COC2 methyl 2-methoxy-5-(((3a,4,6,6a-tetrahydrofuro[3,4-d]isoxazol-3-yl)oxy)methyl)benzoate